3-methoxy-5-((3-methylpyrazin-2-yl)methyl)-7-(piperidin-4-yl)pyrido[2,3-b]pyrazin-6(5H)-one COC1=CN=C2C(=N1)N(C(C(=C2)C2CCNCC2)=O)CC2=NC=CN=C2C